N-(4-(1-aminocyclobutyl)phenyl)-2-(6-chloro-7-fluoro-9H-carbazol-2-yl)acetamide hydrochloride Cl.NC1(CCC1)C1=CC=C(C=C1)NC(CC1=CC=2NC3=CC(=C(C=C3C2C=C1)Cl)F)=O